FC1=CC=C(C=C1)S(=O)(=O)NC1=C(C(=O)NC=2SC=C(N2)C2=CC=C(C=C2)C(C)C)C=CC=C1 ((4-fluorophenyl)sulfonylamino)-N-(4-(4-isopropylphenyl)thiazol-2-yl)benzamide